2-Fluoro-6-chlorophenylboronic acid FC1=C(C(=CC=C1)Cl)B(O)O